NC=1C=C(C=C(C1)C(F)(F)F)[C@@H](C)NC1=NC(=NC2=CC3=C(C=C12)OC(C(O3)C)C)C N-((R)-1-(3-amino-5-(trifluoromethyl)phenyl)ethyl)-2,7,8-trimethyl-7,8-dihydro-[1,4]dioxino[2,3-g]quinazolin-4-amine